(S)-N-(7-((3-hydroxyoxetan-3-yl)ethynyl)-5-methyl-4-oxo-2,3,4,5-tetrahydrobenzo[b][1,4]oxazepin-3-yl)-4-((2-methylthiazol-4-yl)methyl)picolinamide OC1(COC1)C#CC1=CC2=C(OC[C@@H](C(N2C)=O)NC(C2=NC=CC(=C2)CC=2N=C(SC2)C)=O)C=C1